COC([C@H]1N(CC(C1)C(C1=C(C=C(C=C1)Br)C(F)(F)F)=O)C(=O)C1(CC1)C(F)(F)F)=O 4-[4-bromo-2-(trifluoromethyl)benzoyl]-1-{[1-(trifluoromethyl)cyclopropyl]carbonyl}-L-proline methyl ester